FC1=C(C=CC(=C1)[N+](=O)[O-])N1CCC(CC1)CC=O 2-(1-(2-fluoro-4-nitrophenyl)piperidin-4-yl)acetaldehyd